NC=1C=C(C=C(C1)Cl)NC1=C2N=CN(C2=NC(=N1)N[C@H]1CNCCC1)C(C)C (R)-N6-(3-AMINO-5-CHLOROPHENYL)-9-ISOPROPYL-N2-(PIPERIDIN-3-YL)-9H-PURINE-2,6-DIAMINE